5,5'-bi-1H-tetrazole piperazine salt N1CCNCC1.N1N=NN=C1C1=NN=NN1